4-[(4-methylpiperazin-1-yl)methyl]-3-trifluoromethylaniline CN1CCN(CC1)CC1=C(C=C(N)C=C1)C(F)(F)F